ClC1=CC=C2CC[C@@H](CC2=C1)N1[C@@H](C[C@@H](C1)COC1=CC=C(C=C1)S(=O)(=O)CCS(=O)(=O)C)C (2R,4S)-1-[(2S)-7-chloro-1,2,3,4-tetrahydronaphthalen-2-yl]-4-{[4-(2-methanesulfonylethanesulfonyl)phenoxy]methyl}-2-methylpyrrolidine